C(CCC)C(CC(=O)Cl)CCCCCC 3-butylnonanoyl chloride